[18F]C1=CC=CC=N1 6-[18F]fluoropyridin